FC1=CC2=C(N(C(=N2)N2C[C@H]([C@@H](CC2)F)N)[C@@H](C)C=2C=CC=C3C=CC=NC23)C=C1F (3R,4R)-1-(5,6-difluoro-1-((1S)-1-(8-quinolinyl)ethyl)-1H-benzimidazol-2-yl)-4-fluoro-3-piperidinamine